R-2-(4-chlorobenzyl)-1-cyclopentanone ClC1=CC=C(C[C@@H]2C(CCC2)=O)C=C1